(3S,11aR)-7-((3,5-difluoro-4-((2-(trifluoromethyl)pyridin-4-yl)oxy)benzyl)oxy)-6-isopropyl-3,4-dihydro-1H,9H,11H-3,11a-methanopyrimido[6',1':2,3]imidazo[5,1-c][1,4]oxazin-9-one FC=1C=C(COC2=NC(N3C(N4[C@@]5(CO[C@H](C4)C5)C3)=C2C(C)C)=O)C=C(C1OC1=CC(=NC=C1)C(F)(F)F)F